CC1NCCC(CN(CCNCCCN(CCNC1)C)C)C 2,7,14,16-tetramethyl-1,4,7,11,14-pentaazacyclooctadecane